methyl 8-methylimidazo[1,2-a]pyrazine-6-carboxylate CC=1C=2N(C=C(N1)C(=O)OC)C=CN2